(S)-(6,6-dimethyl-1-(methylamino)-1-oxohept-2-yl)carbamic acid tert-butyl ester C(C)(C)(C)OC(N[C@H](C(=O)NC)CCCC(C)(C)C)=O